6-methoxy-1,2,3,4-tetrahydro-2,2,4-trimethyl-1,5-naphthyridine COC=1N=C2C(CC(NC2=CC1)(C)C)C